S1C(=NC=C1)[C@@](C)(C#C)O (R)-2-(thiazol-2-yl)but-3-yn-2-ol